C(C)(C)(C)N1C[C@@H](CC1)NC(=O)C1=C(OC2=C1C=C(C=C2)OCC2=CN=CO2)C tert-butyl-(R)-3-(2-methyl-5-(oxazol-5-ylmethoxy)benzofuran-3-carboxamido)pyrrolidine